4-chloro-3-iodo-1-(4-methoxybenzyl)-1H-pyrazolo[4,3-c]pyridine ClC1=NC=CC2=C1C(=NN2CC2=CC=C(C=C2)OC)I